C(C)(C)(C)C=1SC(=CN1)C(=O)NCC1=C(C=C(C=C1)C1=NC(=NC=C1)NC=1C=NN(C1)CC)C 2-(tert-butyl)-N-(4-(2-((1-ethyl-1H-pyrazol-4-yl)amino)pyrimidin-4-yl)-2-methylbenzyl)thiazole-5-carboxamide